3-amino-4-methoxybenzoyl-aniline NC=1C=C(C(=O)NC2=CC=CC=C2)C=CC1OC